C(=O)([O-])C(O)C(O)C(=O)[O-].C(=O)([O-])C(O)C(O)C(=O)[O-].CC1=NC(=CC=C1[C@H]1[NH+](CCC1)C)C.CC1=NC(=CC=C1[C@H]1[NH+](CCC1)C)C.CC1=NC(=CC=C1[C@H]1[NH+](CCC1)C)C.CC1=NC(=CC=C1[C@H]1[NH+](CCC1)C)C (2S)-2-(2,6-dimethylpyridin-3-yl)-1-methylpyrrolidin-1-ium ditartrate